((1S,6R,7R)-3-(6-(4-fluorophenoxy)pyrido[2,3-b]pyrazin-2-yl)-7-(2-fluorophenyl)-3-azabicyclo[4.1.0]heptan-7-yl)methanamine FC1=CC=C(OC=2C=CC=3C(=NC=C(N3)N3C[C@@H]4[C@]([C@@H]4CC3)(C3=C(C=CC=C3)F)CN)N2)C=C1